benzo[d]-1,3-oxazepine N1=COC=CC2=C1C=CC=C2